3-(2-(2-(2-(2-(6-(2-(3-oxa-9-aza-bicyclo[3.3.1]nonan-9-yl)thiazol-4-yl)-2,3-difluorophenoxy)acetamido)-ethoxy)ethoxy)ethoxy)-N-(4-(2,6-dioxopiperidin-3-yl)phenyl)propan-amide C12COCC(CCC1)N2C=2SC=C(N2)C2=CC=C(C(=C2OCC(=O)NCCOCCOCCOCCC(=O)NC2=CC=C(C=C2)C2C(NC(CC2)=O)=O)F)F